C(CCC)(=O)OCC1=CC(=C(C=C1)Cl)O (R)-4-chloro-3-hydroxy-benzyl butyrate